[Li+].FC1=CC=C(C=C1)[C@@H](C)NC1=C(C(=O)[O-])C=CN=C1 (R)-3-((1-(4-fluorophenyl)ethyl)amino)isonicotinic acid, lithium salt